6-(4,4-difluoropiperidin-1-yl)pyridin-3-amine FC1(CCN(CC1)C1=CC=C(C=N1)N)F